3-(2-(trifluoromethyl)benzyl)-5,6-dihydroimidazo[1,2-a]pyrazine FC(C1=C(CC2=CN=C3N2CCN=C3)C=CC=C1)(F)F